5,12b-(epiminoethano)phenanthro[3,2-e][1,2,4]triazin-10-amine 8-oxide C1C23C4=CC=5N=C(N=[N+](C5C=C4C=C(C2=CC=C1)NCC3)[O-])N